6-oxo-1,4,5,6-tetrahydrocyclopenta[c]pyrazole-3-carboxylic acid methyl ester COC(=O)C=1C2=C(NN1)C(CC2)=O